N1N=CC(=C1)CCNC1=NC(=NC(=C1C)C)C(=O)N1CC(C1)(C1=CC=CC=C1)O (4-((2-(1H-pyrazol-4-yl)ethyl)amino)-5,6-dimethylpyrimidin-2-yl)(3-hydroxy-3-phenylazetidin-1-yl)methanone